(3aS,4S,6aR)-2-oxocyclohexane O=C1CCCCC1